ClC1=CC=C(C(=N1)NCC)N 6-chloro-N2-ethylpyridine-2,3-diamine